ClC1=CC=C2C(=N1)SC=C2N 6-chlorothieno[2,3-b]pyridin-3-amine